(3S)-3-([8-carbamoyl-6-[4-(chloromethyl)phenyl]pyrido[3,2-d]pyrimidin-4-yl]amino)piperidine-1-carboxylic acid tert-butyl ester C(C)(C)(C)OC(=O)N1C[C@H](CCC1)NC=1C2=C(N=CN1)C(=CC(=N2)C2=CC=C(C=C2)CCl)C(N)=O